CC(C(=O)ON1C=CC2=C1N=CN=C2C=2C=NN(C2)C(C)OCC)CCC {4-[1-(1-ethoxyethyl)-1H-pyrazol-4-yl]-7H-pyrrolo[2,3-d]pyrimidin-7-yl} methylpentanoate